C(C)C1=C(C(C(=O)O)=CC=C1)C(=O)O.C1(=CC(=CC=C1)CO)CO m-xylylene glycol ethyl-phthalate